Phenylacetyl-L-phenylalanine C1(=CC=CC=C1)CC(=O)N[C@@H](CC1=CC=CC=C1)C(=O)O